FC1=C(C=CC(=C1)F)C1(CCC1)C(/C=C/[C@H]1CC[C@H]2[C@@H]1CCC1=C(O2)C=C(C=C1)C(=O)O)O (1R,3aS,10aR)-1-{(1E,3ξ)-3-[1-(2,4-difluorophenyl)cyclobutyl]-3-hydroxy-1-propen-1-yl}-2,3,3a,9,10,10a-hexahydro-1H-benzo[b]cyclopenta[f]oxepin-6-carboxylic acid